6-chloro-N-[5-(1,1-difluoro-2-hydroxy-ethoxy)-4,6-dimethoxy-pyrimidin-2-yl]-1H-indole ClC1=CC=C2C=CN(C2=C1)C1=NC(=C(C(=N1)OC)OC(CO)(F)F)OC